C(C)(C)\[N+](=C/C(CCC=C(C)C)C)\[O-] (E)-N-isopropyl-2,6-dimethylhept-5-en-1-imine oxide